C(C1=CC=CC=C1)C1OCCO1 2-BENZYL-1,3-DIOXOLANE